(R)-2-hydroxy-3,6-dimethyl-8-(1-((2-(methylsulfonyl)phenyl)amino)ethyl)quinazolin-4(3H)-one OC1=NC2=C(C=C(C=C2C(N1C)=O)C)[C@@H](C)NC1=C(C=CC=C1)S(=O)(=O)C